[4-(3-pyridinyl)thiazol-2-yl]pyridine-3-carboxamide N1=CC(=CC=C1)C=1N=C(SC1)C1=NC=CC=C1C(=O)N